3-{[4-(2,6-Dimethylphenyl)-6-[(3S)-pyrrolidin-3-yloxy]pyrimidin-2-yl]sulfamoyl}benzoic acid CC1=C(C(=CC=C1)C)C1=NC(=NC(=C1)O[C@@H]1CNCC1)NS(=O)(=O)C=1C=C(C(=O)O)C=CC1